(13R)-11-fluoro-5,13-dimethyl-6,7-dihydro-13H-1,15-ethenopyrazolo[4,3-f][1,10,4,8]benzodioxadiazacyclotridecin-4(5H)-one FC=1C=CC2=C([C@H](OC3=NC4=C(C(N(CCO2)C)=O)C=NN4C=C3)C)C1